BrC1=C(C(=CC=C1)OC1CC1)F 1-bromo-3-(cyclopropyloxy)-2-fluoro-benzene